C[C@H]1C[C@@H](OC2=C1C3=C(C[C@H]([C@H](O3)C4=CC(=C(C=C4)O)O)O)C(=C2)O)O pyranochromene